3-cyclopropyl-5-{2-fluoro-3-[(methylsulfamoyl)amino]phenoxy}-1-(2-fluoro-4-iodophenyl)-6,8-dimethylpyrido[2,3-d]pyrimidine-2,4,7-trione C1(CC1)N1C(N(C2=C(C1=O)C(=C(C(N2C)=O)C)OC2=C(C(=CC=C2)NS(NC)(=O)=O)F)C2=C(C=C(C=C2)I)F)=O